3-amino-1,2,4-triazole hydrochloride Cl.NC1=NNC=N1